O1CCC2(CC1)CNC1=CC(=CC=C12)C(=O)N spiro[indoline-3,4'-tetrahydropyran]-6-carboxamide